(R)-(6-((1H-imidazol-4-yl)sulfonyl)-1-(4-fluorophenyl)-4,4a,5,6,7,8-hexahydro-1H-pyrazolo[3,4-g]isoquinolin-4a-yl)(pyridin-2-yl)methanone N1C=NC(=C1)S(=O)(=O)N1C[C@]2(CC3=C(C=C2CC1)N(N=C3)C3=CC=C(C=C3)F)C(=O)C3=NC=CC=C3